(4-methyl-3-(trifluoromethyl)phenyl)piperidine-3-carboxamide CC1=C(C=C(C=C1)N1CC(CCC1)C(=O)N)C(F)(F)F